CCCCCCCCCCCCCCCC(=O)OC[C@H](COP(=O)([O-])OCC[N+](C)(C)C)OC(=O)CCCCC/C=C\C/C=C\C/C=C\C/C=C\CCCCC 1-hexadecanoyl-2-(7Z,10Z,13Z,16Z-docosatetraenoyl)-sn-glycero-3-phosphocholine